N-(2-fluoropyridin-4-yl)-5-(2-(((1r,3s,5R,7S)-3-hydroxyadamantan-1-yl)amino)-2-oxoacetyl)-1,2,4-trimethyl-1H-pyrrole-3-carboxamide FC1=NC=CC(=C1)NC(=O)C1=C(N(C(=C1C)C(C(=O)NC12CC3(C[C@H](C[C@@H](C1)C3)C2)O)=O)C)C